NCC1(CCN(CC1)C(=O)C1=C(C=C(C=C1)NC=1C=2N(C=CN1)C(=CN2)C2=CC(=C(C=C2)OC)F)C)O [4-(aminomethyl)-4-hydroxypiperidin-1-yl]-[4-[[3-(3-fluoro-4-methoxy-phenyl)imidazo[1,2-a]pyrazin-8-yl]amino]-2-methylphenyl]methanone